4-bromo-N3,N3,N5,N5-tetra(naphthalen-2-yl)-[1,1'-biphenyl]-3,5-diamine BrC1=C(C=C(C=C1N(C1=CC2=CC=CC=C2C=C1)C1=CC2=CC=CC=C2C=C1)C1=CC=CC=C1)N(C1=CC2=CC=CC=C2C=C1)C1=CC2=CC=CC=C2C=C1